CN1CCC(CC1)OC1=C(C=CC=C1C1=NC2=C(N1)C=C(C=C2)C(F)(F)F)NC2=NC=C(C=N2)C=2N=NC=CC2 N-[2-[(1-methyl-4-piperidyl)oxy]-3-[6-(trifluoromethyl)-1H-benzo[d]imidazol-2-yl]phenyl]-5-pyridazin-3-yl-pyrimidin-2-amine